C(C)(C)(C)OCC[C@@H](C(=O)NC=1C=C2N=CC=NC2=CC1)N1C(C=C(C(=C1)OC)C1=C(C=CC(=C1)Cl)C1=NC(=NO1)C)=O (S)-4-(tert-butoxy)-2-(4-(5-chloro-2-(3-methyl-1,2,4-oxadiazol-5-yl)phenyl)-5-methoxy-2-oxopyridin-1(2H)-yl)-N-(quinoxalin-6-yl)butanamide